(1R,3R,5R)-N-((R)-(2,5-difluoro-4-(trifluoromethyl)phenyl)(oxetan-3-yl)methyl)-2-(5-methylthiophene-2-carbonyl)-2-azabicyclo[3.1.0]hexane-3-carboxamide FC1=C(C=C(C(=C1)C(F)(F)F)F)[C@H](NC(=O)[C@@H]1N([C@@H]2C[C@@H]2C1)C(=O)C=1SC(=CC1)C)C1COC1